3-(4-iodophenyl)-4-nitrobutanoic acid methyl ester COC(CC(C[N+](=O)[O-])C1=CC=C(C=C1)I)=O